C(CCCCCCCCC)(=O)OCCCCCCCN(CCCCCCCC(=O)OC(CCCCCCCC)CCCCCCCC)CCNC(CCC(=O)NCCN(CCCCCCCC(=O)OC(CCCCCCCC)CCCCCCCC)CCCCCCCOC(CCCCCCCCC)=O)=O 7-[2-[[4-[2-[7-decanoyloxyheptyl-[8-(1-octylnonoxy)-8-oxo-octyl]amino]ethylamino]-4-oxo-butanoyl]amino]ethyl-[8-(1-octylnonoxy)-8-oxo-octyl]amino]heptyl decanoate